C[C@@H](CC)N1C(=CC=C1CCCC1=CC=CC=C1)C(=O)NC1=C(C=C(C=C1)C)C1CC1C(=O)O 3-[({(1-[(2S)-2-Butanyl]-5-(3-phenylpropyl)-1H-pyrrol-2-yl)carbonyl}amino)-5-methylphenyl]cyclopropanecarboxylic acid